ClC1=CC=C2C(=CNC2=C1OC(F)(F)F)S(=O)(=O)NC1=NC(=C(C=C1F)OCCF)F 6-Chloro-N-[3,6-difluoro-5-(2-fluoroethoxy)pyridin-2-yl]-7-(trifluoromethoxy)-1H-indol-3-sulfonamid